FC=1C=CC=C2C(=CNC12)C1=CC=C(C(=N1)C)N 6-(7-fluoro-1H-indol-3-yl)-2-methylpyridin-3-amine